p-octadecylhydroxypropyl-phenetole C(CCCCCCCCCCCCCCCCC)C1=CC(=C(C=C1)OCC)CCCO